bis(trifluoromethyl)diphenyl-hydrazine FC(F)(F)N(N(C1=CC=CC=C1)C(F)(F)F)C1=CC=CC=C1